(E)-2,4,7-trimethyl-4-(2,4,5-trimethylphenyl)oct-2,6-dienal C/C(/C=O)=C\C(CC=C(C)C)(C1=C(C=C(C(=C1)C)C)C)C